C(C1=CC=CC=C1)OC1=CC=C(C=C1)N1N=CN(C1=S)C (4-(benzyloxy)phenyl)-4-methyl-2,4-dihydro-3H-1,2,4-triazole-3-thione